4-(5-Cyano-2-methoxyphenyl)-N-(5-(cyclohexane-carbonyl)-5,6-dihydro-4H-pyrrolo[3,4-d]thiazol-2-yl)-6-methylnicotinamide C(#N)C=1C=CC(=C(C1)C1=CC(=NC=C1C(=O)NC=1SC2=C(N1)CN(C2)C(=O)C2CCCCC2)C)OC